O1C(CCCC1)O[C@@H](C)C=1N(C=CN1)CC1=NOC(=C1)C1=CC=C(C=C1)C#CC=1C=C(OCC(=O)N)C=CC1 2-(3-((4-(3-((2-((1S)-1-((tetrahydro-2H-pyran-2-yl)oxy)ethyl)-1H-imidazol-1-yl)methyl)isoxazol-5-yl)phenyl)ethynyl)phenoxy)acetamide